NCC1=CC=C(C=C1)NC(=O)C1=CC2=C(OCCC3=C2SC=C3)C=C1C=1C(=NC(=CC1)C(NCCOC)=O)C(=O)OC methyl 3-(9-((4-(aminomethyl)phenyl)carbamoyl)-4,5-dihydrobenzo[b]thieno[2,3-d]oxepin-8-yl)-6-((2-methoxyethyl)carbamoyl)picolinate